C1(=CC=CC=C1)C1=C(C(=NN=N1)C1=C(C=CC=C1)C1=C(C2=C(SC3=C2C=CC=C3)C=C1)C1=C(C=CC=C1)C1=CC=CC=C1)C1=CC=CC=C1 [(diphenyltriazinyl)phenyl](biphenyl-yl)dibenzothiophene